[C@H]12N(C[C@H](NC1)C2)C(=O)OC(C)(C)C tert-butyl (1R-4R)-2,5-diazabicyclo[2.2.1]heptane-2-carboxylate